FC=1C=C2C(=NC1C(C)N1C[C@@H](N(C[C@H]1C)C=1C=3N=C(N(C3N(C(N1)=O)C)C)CC#N)C)OC(CO2)(C)C 2-(6-((2S,5R)-4-(1-(7-fluoro-3,3-dimethyl-2,3-dihydro-[1,4]dioxino[2,3-b]pyridin-6-yl)ethyl)-2,5-dimethylpiperazin-1-yl)-3,9-dimethyl-2-oxo-3,9-dihydro-2H-purin-8-yl)acetonitrile